2-amino-5-hydroxy-6-((4-aminophenyl)diazenyl)-7-sulfonatonaphthalene-1-sulfonic acid sodium [Na+].NC1=C(C2=CC(=C(C(=C2C=C1)O)N=NC1=CC=C(C=C1)N)S(=O)(=O)[O-])S(=O)(=O)O